heptaenal C(C=CCCCC)=O